C(C)(C)(C)OC(=O)N1CCC=2N(N=C3C(CN(CC1C23)C(C=C)=O)O)C2=CC=C(C=C2)C2CCC2.FC(C2=NOC=C2C(=O)N)F 3-(difluoromethyl)isoxazole-4-carboxamide tert-butyl-7-acryloyl-2-(4-cyclobutylphenyl)-9-hydroxy-2,3,4,5a,6,7,8,9-octahydro-5H-1,2,5,7-tetraazabenzo[cd]azulene-5-carboxylate